N1(C=NC=C1)C1=CC=C(N=N1)C(=O)N 6-(1H-imidazole-1-yl)pyridazine-3-carboxamide